C1(CCCCC1)CN(C/C=C/S(=O)(=O)NC(NC1=C2CCCC2=CC=2CCCC12)=O)C (E)-3-((cyclohexylmethyl)(methyl)amino)-N-((1,2,3,5,6,7-hexahydro-s-indacen-4-yl)carbamoyl)prop-1-ene-1-sulfonamide